methyl (5-((4-(4-(2-hydroxyethyl)piperidin-1-yl)phenyl)thio)-1H-benzo[d]imidazol-2-yl)carbamate OCCC1CCN(CC1)C1=CC=C(C=C1)SC1=CC2=C(NC(=N2)NC(OC)=O)C=C1